C/C(/C(=O)O)=C/C (Z)-2-methylbut-2-enoic acid